C(C)(C)(C)NCC(=O)NCC tert-butyl-N-ethylglycinamide